C(=O)(OCC1C2=CC=CC=C2C2=CC=CC=C12)N[C@@H](CCCNC(N)=N)C(=O)O fmocarginine